CC1=C2COC(C2=CC=C1C=1C=C(C=NC1)NC(OC(C)(C)C)=O)=O tert-butyl (5-(4-methyl-1-oxo-1,3-dihydroisobenzofuran-5-yl)pyridin-3-yl)carbamate